(5-(1,8-naphthyridin-3-yl)-1,2,4-oxadiazol-3-yl)benzoic acid N1=CC(=CC2=CC=CN=C12)C1=NC(=NO1)C1=C(C(=O)O)C=CC=C1